5-(Difluoromethyl)-6-(2H-1,2,3-triazol-2-yl)pyridin FC(C=1C=CC=NC1N1N=CC=N1)F